O[C@@]12CNCC[C@@H]1C(NC2)=O (3aR,7aS)-3a-Hydroxyoctahydro-1H-pyrrolo[3,4-c]pyridin-1-one